N1C=C(C2=CC=CC=C12)C=1C=C(SC1)C(CC(=O)O)=O 3-(4-(1H-indol-3-yl)thiophen-2-yl)-3-oxopropionic acid